FC1=C2C=CNC2=CC=C1C(=O)OC methyl 4-fluoro-1H-indole-5-carboxylate